1-(2-(3,8-Diazabicyclo[3.2.1]octan-3-yl)ethyl)-1,2,4,5-tetrahydro-3H-benzo[e][1,4]diazepin-3-one C12CN(CC(CC1)N2)CCN2CC(NCC1=C2C=CC=C1)=O